Manganese Monolysinate N[C@@H](CCCCN)C(=O)[O-].[Mn+]